N-(6-ethyl-2-pyridinyl)-8-methoxy-2-tetrahydropyran-4-yl-imidazo[1,2-a]pyrazine-6-carboxamide C(C)C1=CC=CC(=N1)NC(=O)C=1N=C(C=2N(C1)C=C(N2)C2CCOCC2)OC